CNCCCOC1=NC=C(C=C1)C1=CC=C2C(=N1)N(C=N2)C2=CC=C1CCCN(C1=C2)S(=O)(=O)C N-methyl-3-((5-(3-(1-(methylsulfonyl)-1,2,3,4-tetrahydroquinolin-7-yl)-3H-imidazo[4,5-b]pyridin-5-yl)pyridin-2-yl)oxy)propan-1-amine